ethyl 3-((R)-3-methylmorpholino)-1-(2-oxocyclopentyl)-1H-pyrazole-5-carboxylate C[C@@H]1COCCN1C1=NN(C(=C1)C(=O)OCC)C1C(CCC1)=O